Ethyl 1-(2-((6-Methoxybenzo[d][1,3]dioxol-5-yl)amino)-2-oxoethyl)piperidine-3-carboxylate COC=1C(=CC2=C(OCO2)C1)NC(CN1CC(CCC1)C(=O)OCC)=O